3-(4,4,5,5-tetramethyl-1,3,2-dioxaborolan-2-yl)bicyclo[4.2.0]octa-1(6),2,4-trien-2-ol CC1(OB(OC1(C)C)C1=C(C=2CCC2C=C1)O)C